COC1=C(C2=CC=C(C=C2C=C1)C)C1=C(C=CC2=CC(=CC=C12)C)OC 2,2'-dimethoxy-6,6'-dimethyl-1,1'-binaphthyl